N-[3-(methoxy-methyl)-1-[4-(trifluoromethyl)phenyl]indol-5-yl]acrylamide COCC1=CN(C2=CC=C(C=C12)NC(C=C)=O)C1=CC=C(C=C1)C(F)(F)F